FC1=CC=C(C2=C1C(=C(O2)[C@H](C(F)(F)F)N[S@@](=O)C(C)(C)C)C)F (S)-N-((R)-1-(4,7-difluoro-3-methylbenzofuran-2-yl)-2,2,2-trifluoroethyl)-2-methylpropane-2-sulfinamide